N-(4-(methylsulfinyl)benzyl)-1-(2-(p-tolyl)-2H-pyrazolo[3,4-d]pyrimidin-4-yl)piperidine-3-carboxamide CS(=O)C1=CC=C(CNC(=O)C2CN(CCC2)C=2C=3C(N=CN2)=NN(C3)C3=CC=C(C=C3)C)C=C1